C(C=CC(=O)NN)(=O)NN butenedioic dihydrazide